FC1=CC=C(C=C1)C(COC)=O (4-fluorophenyl)-2-methoxy-ethanone